4-(6-decyl-decalin-2-oxy)-1,3-phenylenediamine C(CCCCCCCCC)C1CC2CCC(CC2CC1)OC1=C(C=C(C=C1)N)N